N-(4-((4-methylpiperazin-1-yl)methyl)phenyl)-5-nitro-1H-indazole-3-carboxamide CN1CCN(CC1)CC1=CC=C(C=C1)NC(=O)C1=NNC2=CC=C(C=C12)[N+](=O)[O-]